ethyl [(3S)-1-(5'-methoxy-2'-oxo-1',2'-dihydrospiro[cyclohexane-1,3'-pyrrolo[2,3-c]pyridin]-4-yl)pyrrolidin-3-yl]carbamate COC=1C=C2C(=CN1)NC(C21CCC(CC1)N1C[C@H](CC1)NC(OCC)=O)=O